FC=1C=CC2=C(N(C(=N2)C2=NNC3=CC=C(C=C23)C(=O)O)CCOC)C1 3-(6-fluoro-1-(2-methoxyethyl)-1H-benzo[d]imidazol-2-yl)-1H-indazole-5-carboxylic acid